C(C)(C)(C)OC(=O)NC=1N=C(N(C1)C)C(=O)NC=1N=C(N(C1)C)C(=O)O 4-[4-[(tert-butoxycarbonyl)amino]-1-methylimidazole-2-amido]-1-methylimidazole-2-carboxylic acid